6-bromo-3-ethyl-2-fluoropyridine BrC1=CC=C(C(=N1)F)CC